COC(=O)C=1C=C2C(=NN(C2=CC1)C1COC1)C 3-methyl-1-(oxetan-3-yl)indazole-5-carboxylic acid methyl ester